1-[(3-Bromo-5-{[1-(trifluoromethyl)cyclopropyl]methoxy}phenyl)carbonyl]-4-{5-methyl-[1,3]oxazolo[4,5-b]pyridin-2-yl}piperazine BrC=1C=C(C=C(C1)OCC1(CC1)C(F)(F)F)C(=O)N1CCN(CC1)C=1OC=2C(=NC(=CC2)C)N1